tert-butyl (3S)-4-[7-(2-fluoro-6-methoxy-phenyl)-2-[[(2S)-1-methylpyrrolidin-2-yl]methoxy]-6,8-dihydro-5H-pyrido[3,4-d]pyrimidin-4-yl]-3-methylpiperazine-1-carboxylate FC1=C(C(=CC=C1)OC)N1CC=2N=C(N=C(C2CC1)N1[C@H](CN(CC1)C(=O)OC(C)(C)C)C)OC[C@H]1N(CCC1)C